FC=1C=C2C(=CC(=NC2=CC1)C(F)(F)F)N[C@@H]1C[C@@H](CCC1)NC(=O)C=1C=NNC1C N-[(1R,3S)-3-{[6-fluoro-2-(trifluoromethyl)quinolin-4-yl]amino}cyclohexyl]-5-methyl-1H-pyrazole-4-carboxamide